tert-butyl 4-(3-(5-chloro-2-(((3S,4R)-3-hydroxytetrahydro-2H-pyran-4-yl)amino)pyrimidin-4-yl)pyrazolo[1,5-b]pyridazin-6-yl)piperidine-1-carboxylate ClC=1C(=NC(=NC1)N[C@H]1[C@@H](COCC1)O)C=1C=NN2N=C(C=CC21)C2CCN(CC2)C(=O)OC(C)(C)C